CC1=NN=C(N=N1)C1=CC=C(C=C1)CN (4-(6-methyl-1,2,4,5-tetrazin-3-yl)phenyl)methanamine